The molecule is an N-acyl-1-O-beta-D-glucosyl-4-hydroxy-15-methylhexadecasphinganine in which the acyl group has 21 carbons and 0 double bonds. It derives from a 15-methylhexadecaphytosphingosine. CCCCCCCCCCCCCCCCCCCCC(=O)N[C@@H](CO[C@H]1[C@@H]([C@H]([C@@H]([C@H](O1)CO)O)O)O)[C@@H]([C@@H](CCCCCCCCCCC(C)C)O)O